ClC=1C=C2C(=NC(=NC2=C(C1C1=CC=CC=2SC(=C(C21)C#N)NC)F)Cl)O {[4-(6-chloro-2-chloro-8-fluoro-4-hydroxyquinazolin-7-yl)-3-cyanobenzo[b]thiophen-2-yl]Amino}methane